bis(n-octyl) (n-decyl) trimellitate C(C=1C(C(=O)OCCCCCCCCCC)=CC(C(=O)OCCCCCCCC)=CC1)(=O)OCCCCCCCC